2-(diphenylphosphoryl)-2-(naphthalen-2-yl)-1-phenylethan-1-one C1(=CC=CC=C1)P(=O)(C1=CC=CC=C1)C(C(=O)C1=CC=CC=C1)C1=CC2=CC=CC=C2C=C1